N1(C=NC=C1)C1=CC=C(CN(C=2OC=C(N2)C)CC2=CC(=CC=C2)OC)C=C1 N-(4-(1H-imidazol-1-yl)benzyl)-N-(3-methoxybenzyl)-4-methyloxazol-2-amine